(4-Hydroxyphenyl)-2-methylaminopropionic acid OC1=CC=C(C=C1)C(C(=O)O)(C)NC